BrCCCCCOC=1C(=CC2=C(N(C[C@H]3N(C2=O)C=C(C3)C3=CC=C(C=C3)C3CCN(CC3)C)C(=O)OCC=C)C1)OC Allyl (S)-8-((5-bromopentyl)oxy)-7-methoxy-2-(4-(1-methylpiperidin-4-yl)phenyl)-5-oxo-11,11a-dihydro-1H-benzo[e]pyrrolo[1,2-a][1,4]diazepine-10(5H)-carboxylate